(S)-N-(5-chloro-2,4-difluorophenyl)-4-hydroxy-N-methyl-1-(6-methyl-4-(trifluoromethyl)pyridin-2-yl)-2,3-dihydro-1H-pyrrolo[3,2-c]pyridine-2-carboxamide ClC=1C(=CC(=C(C1)N(C(=O)[C@@H]1CC=2C(=NC=CC2N1C1=NC(=CC(=C1)C(F)(F)F)C)O)C)F)F